C(#N)C1=C(C=CC=C1C1=C2C=NN(C2=CC=C1)C)NC(=O)C=1N(C2=C(CNCC2)N1)C N-(2-cyano-3-(1-methyl-1H-indazol-4-yl)phenyl)-1-methyl-4,5,6,7-tetrahydro-1H-imidazo[4,5-c]pyridine-2-carboxamide